ClC1=CC=C(C=C1)[C@@H]1N=C(N([C@@H]1C1=CC=C(C=C1)Cl)C(=O)N1CCN(CC1)C)C1=C(C=C(C=C1)OC)OC(C)C [(4S,5R)-4,5-Bis-(4-chlorophenyl)-2-(2-isopropoxy-4-methoxy-phenyl)-4,5-dihydro-imidazol-1-yl]-(4-methyl-piperazin-1-yl)-methanone